2-(2,6-dioxopiperidin-3-yl)-4-((pyrrolidin-3-ylmethyl)amino)isoindoline-1,3-dione O=C1NC(CCC1N1C(C2=CC=CC(=C2C1=O)NCC1CNCC1)=O)=O